CC1=C(OC=2N=NC(=CC2C(=O)NC2=CC(=CC=C2)S(=O)(=O)C)C(F)(F)F)C=CC(=C1)C=1C=NNC1 3-[2-Methyl-4-(1H-pyrazol-4-yl)phenoxy]-N-(3-methylsulfonylphenyl)-6-(trifluoromethyl)pyridazine-4-carboxamide